isobutyl-methylolacrylamide acrylate C(C=C)(=O)O.C(C(C)C)C=C(C(=O)N)CO